Cl.NC1C(CCCCC1)=O 2-aminocycloheptan-1-one hydrochloride